4-amino-3-(oxetan-3-ylamino)benzoic acid methyl ester COC(C1=CC(=C(C=C1)N)NC1COC1)=O